ClC1=NC(=NC=C1)N1CCN(CC1)C(=O)N1N=CC[C@H]1C1=CC(=CC(=C1)F)F (S)-(4-(4-chloropyrimidin-2-yl)piperazin-1-yl)(5-(3,5-difluorophenyl)-4,5-dihydro-1H-pyrazol-1-yl)methanone